7-chloro-N-(diphenyl-methylene)-1-(4-(trifluoromethyl)phenyl)-1H-indol-5-amine ClC=1C=C(C=C2C=CN(C12)C1=CC=C(C=C1)C(F)(F)F)N=C(C1=CC=CC=C1)C1=CC=CC=C1